N-((3S)-5-(5-cyclopropyl-1,3,4-oxadiazol-2-yl)piperidin-3-yl)-N-isobutyl-3-(((1r,3S)-3-methoxycyclobutyl)amino)pyridinecarboxamide C1(CC1)C1=NN=C(O1)C1C[C@@H](CNC1)N(C(=O)C1=NC=CC=C1NC1CC(C1)OC)CC(C)C